The molecule is a nucleoside triphosphate analogue that is 5'-O-[({[dichloro(phosphono)methyl](hydroxy)phosphoryl}oxy)(hydroxy)phosphoryl]adenosine carrying additional 2-(methylsulfanyl)ethyl and (3,3,3-trifluoropropyl)sulfanyl substituents at positions N6 and C2 respectively. Used (in the form of its tetrasodium salt) as an intravenous antiplatelet drug that prevents formation of harmful blood clots in the coronary arteries. It has a role as a platelet aggregation inhibitor and a P2Y12 receptor antagonist. It is a member of adenosines, a nucleoside triphosphate analogue, an organofluorine compound, an aryl sulfide, an organochlorine compound and a secondary amino compound. It is a conjugate acid of a cangrelor(4-). CSCCNC1=C2C(=NC(=N1)SCCC(F)(F)F)N(C=N2)[C@H]3[C@@H]([C@@H]([C@H](O3)COP(=O)(O)OP(=O)(C(P(=O)(O)O)(Cl)Cl)O)O)O